(S)-4-((4-chloro-2-fluorobenzyl)oxy)-5-fluoro-2-(3-methylpiperazin-1-yl)pyrimidine TFA salt OC(=O)C(F)(F)F.ClC1=CC(=C(COC2=NC(=NC=C2F)N2C[C@@H](NCC2)C)C=C1)F